(5-chloro-2-oxo-2,3-dihydro-1H-1,3-benzodiazol-1-yl)-N-(4-iodophenyl)piperidine-1-carboxamide tert-butyl-7-bromo-2-methyl-2,3-dihydro-1H-pyrido[2,3-b][1,4]oxazine-1-carboxylate C(C)(C)(C)OC(=O)N1C2=C(OCC1C)N=CC(=C2)Br.ClC2=CC1=C(N(C(N1)=O)C1N(CCCC1)C(=O)NC1=CC=C(C=C1)I)C=C2